[3-Methyl-4-[(3S)-3-methylpiperazin-1-yl]-2-oxo-benzimidazol-1-yl]piperidine-2,6-dione CN1C(N(C2=C1C(=CC=C2)N2C[C@@H](NCC2)C)N2C(CCCC2=O)=O)=O